The molecule is a monocarboxylic acid anion that results from the removal of a proton from the carboxy group of soyasapogenol A 3-O-beta-glucuronide. It is a carbohydrate acid derivative anion and a monocarboxylic acid anion. It is a conjugate base of a soyasapogenol A 3-O-beta-glucuronide. C[C@]12CC[C@@H]([C@]([C@@H]1CC[C@@]3([C@@H]2CC=C4[C@]3(CC[C@@]5([C@H]4CC([C@H]([C@H]5O)O)(C)C)C)C)C)(C)CO)O[C@H]6[C@@H]([C@H]([C@@H]([C@H](O6)C(=O)[O-])O)O)O